ClC=1C=NC=C(C1C(C)O)F 1-(3-chloro-5-fluoropyridin-4-yl)ethan-1-ol